[SnH3]C1OC2=CC=CC=C2CC1 stanniochroman